C1=NC=CC2=C(C=CC=C12)N1N=C(NC1=O)[C@@H]1CN(CCC1)C1CC2(CC(C2)NC(OC(C)(C)C)=O)C1 tert-butyl (6-((s)-3-(1-(isoquinolin-5-yl)-5-oxo-4,5-dihydro-1H-1,2,4-triazol-3-yl)piperidin-1-yl)spiro[3.3]heptan-2-yl)carbamate